C(C)(C)(C)C1=CC(=NO1)NC(C=CNC1=NC=CC2=CC=C(C=C12)C1=NOC(=N1)C)=O N-(5-(tert-butyl)isoxazol-3-yl)-3-((7-(5-methyl-1,2,4-oxadiazol-3-yl)isoquinolin-1-yl)amino)propenamide